(S)-9-(2-chloro-4-phenoxybenzoyl)-2-((Methoxy-d3)methyl)-2-methyl-4-(methyl-d3)-1,2,4,7-tetrahydro-3H-pyrrolo[3',2':5,6]Pyrido[3,4-b]pyrazin-3-one ClC1=C(C(=O)C2=CNC3=C2C2=C(N(C([C@](N2)(C)COC([2H])([2H])[2H])=O)C([2H])([2H])[2H])C=N3)C=CC(=C1)OC1=CC=CC=C1